4',5'-dihydro-3'H-spiro[cyclopropane-1,2'-pyrido[3,4-f][1,4]oxazepin]-6'-ol hydrochloride Cl.O1C2(CNCC3=C1C=CN=C3O)CC2